[N+](=O)([O-])C1=CC=C(C=C1)C1=CC(=NN1)NC1=CC=C(C=C1)N N1-(5-(4-Nitrophenyl)-1H-pyrazol-3-yl)benzene-1,4-diamine